2,5-di-n-butyl-piperazine methyl-5-bromo-2-[(4-methoxyphenyl)methyl]pyrazole-3-carboxylate COC(=O)C=1N(N=C(C1)Br)CC1=CC=C(C=C1)OC.C(CCC)C1NCC(NC1)CCCC